ClC1=CC=C(C=C1)N1C(C(=NC=2C=NC(=NC12)OCC)C1=CC2=CN(N=C2C=C1)C)=O 8-(4-chlorophenyl)-2-ethoxy-6-(2-methyl-2H-indazol-5-yl)pteridin-7(8H)-one